1-(bis(3-(dimethylamino)propyl)amino)-2-Propanol CN(CCCN(CC(C)O)CCCN(C)C)C